C1(CCCC1)[C@@]1(COCC2=C1NC(C1=C2C=C(S1)C=1C=NNC1)=O)O (R)-4-cyclopentyl-4-hydroxy-8-(1H-pyrazol-4-yl)-1,3,4,5-tetrahydro-6H-pyrano[4,3-b]Thieno[3,2-d]Pyridin-6-one